ClC=1C=C(C=CC1N1C(N(CC1)C)=O)C1=C(C(=CC(=C1)F)C1=CC(=NC=C1)N1CCN(C2=CC=CC=C12)C(=O)OC(C)(C)C)OC tert-butyl 4-(4-(3'-chloro-5-fluoro-2-methoxy-4'-(3-methyl-2-oxoimidazolidin-1-yl)-[1,1'-biphenyl]-3-yl)pyridin-2-yl)-3,4-dihydroquinoxaline-1(2H)-carboxylate